C(=O)(O)[C@H](CC(=O)C1=CC2=C(S1)C=C(C(=C2F)OCCCOC2=C(C1=C(SC(=C1)C(=O)[C@H]1[C@@H](CC1)C(=O)O)C=C2OC)F)OC)C trans-2-(5-(3-((2-((S)-3-carboxybutanoyl)-4-fluoro-6-methoxybenzo[b]thiophen-5-yl)oxy)propoxy)-4-fluoro-6-methoxybenzo[b]thiophene-2-carbonyl)cyclobutanecarboxylic acid